ethyl-bromoacetyl-glycine C(C)N(CC(=O)O)C(CBr)=O